9-((methylamino)methyl)-3-azaspiro[5.5]undecan CNCC1CCC2(CCNCC2)CC1